BrC=1N=C(N2C1C=CC(=C2)S(=O)(=O)NC2(CC2)C#N)C=2SC(=NN2)C(F)F 1-bromo-N-(1-cyanocyclopropyl)-3-(5-(difluoromethyl)-1,3,4-thiadiazol-2-yl)imidazo[1,5-a]pyridin-6-sulfonamide